(R)-4-(3-methyl-1H-pyrrolo[2,3-b]pyridin-4-yl)-N-(pyrrolidin-3-yl)-3,4-dihydro-2H-1,4-thiazine-6-carboxamide hydrochloride Cl.CC1=CNC2=NC=CC(=C21)N2CCSC(=C2)C(=O)N[C@H]2CNCC2